FC1=C(C(=CC=C1C(=O)C1=CNC2=NC=C(C=C21)C=2C=NC(=CC2)OC)F)NS(=O)(=O)CCC(F)(F)F N-(2,6-difluoro-3-(5-(6-methoxy-pyridin-3-yl)-1H-pyrrolo[2,3-b]pyridine-3-carbonyl)phenyl)-3,3,3-trifluoro-propane-1-sulfonamide